C(C#C)N1C(C=CC1=O)=O N-propargylmaleimide